tert-butyl N-[[7-(1-methylpyrazol-4-yl)-4-oxo-5-tetrahydrofuran-2-yl-3H-phthalazin-1-yl]methyl]carbamate CN1N=CC(=C1)C1=CC(=C2C(NN=C(C2=C1)CNC(OC(C)(C)C)=O)=O)C1OCCC1